N-(1-(4-cyanophenyl)-6-(2-(2-methoxyethyl)benzo[d]oxazol-5-yl)-1H-pyrazolo[3,4-d]pyrimidin-4-yl)-5-nitrothiophene-2-carboxamide C(#N)C1=CC=C(C=C1)N1N=CC=2C1=NC(=NC2NC(=O)C=2SC(=CC2)[N+](=O)[O-])C=2C=CC1=C(N=C(O1)CCOC)C2